4-(3-(benzylthio)-4-methoxyphenyl)-1-methylpyrrolidin-2-one C(C1=CC=CC=C1)SC=1C=C(C=CC1OC)C1CC(N(C1)C)=O